3-(2-(2-((3-acetamido-4-((4-methyl-5-nitrothiazol-2-yl)carbamoyl)phenyl)amino)ethoxy)ethoxy)propanoic acid C(C)(=O)NC=1C=C(C=CC1C(NC=1SC(=C(N1)C)[N+](=O)[O-])=O)NCCOCCOCCC(=O)O